5-(3-(4-cinnamoyl-phenoxy)propoxy)-1,2-dimethyl-1H-indole-3-carboxylic acid ethyl ester C(C)OC(=O)C1=C(N(C2=CC=C(C=C12)OCCCOC1=CC=C(C=C1)C(C=CC1=CC=CC=C1)=O)C)C